5-amino-N-ethyl-N-((5-(trifluoromethyl)pyridin-2-yl)methyl)tetrazolo[1,5-c]quinazoline-9-carboxamide NC1=NC=2C=CC(=CC2C=2N1N=NN2)C(=O)N(CC2=NC=C(C=C2)C(F)(F)F)CC